3',4',5',6'-tetrahydroxyspiro(phthalide-3,9'-xanthene) OC=1C=CC=2C3(C4=CC=C(C(=C4OC2C1O)O)O)OC(=O)C1=CC=CC=C13